1-((5-(2H-1,2,3-triazol-2-yl)pyridin-2-yl)methyl)-4-(bicyclo[1.1.1]pentan-1-yl)-1,4-dihydropyrazine-2,3-dione N=1N(N=CC1)C=1C=CC(=NC1)CN1C(C(N(C=C1)C12CC(C1)C2)=O)=O